COC1=C(C=CC=C1)[C@H](CN1C(N(C(C2=C1SC(=C2C)C=2OC=CN2)=O)C=2C=C(C(=O)O)C=CC2)=O)OC2CCOCC2 (R)-3-(1-(2-(2-methoxyphenyl)-2-((tetrahydro-2H-pyran-4-yl)oxy)ethyl)-5-methyl-6-(oxazole-2-yl)-2,4-dioxo-1,4-dihydrothieno[2,3-d]pyrimidin-3(2H)-yl)benzoic acid